C(#C)[C@H]1[C@H](CNCC1)F (3R,4S)-4-ethynyl-3-fluoropiperidine